ethyl 2-hydroxy-3-(3-nitrophenyl)butanoate OC(C(=O)OCC)C(C)C1=CC(=CC=C1)[N+](=O)[O-]